C(C)(C)(C)OC(=O)N1CC2(CCOCC2)C2=CC(=CC=C12)NCC1=CC=CC=C1 5-(Benzylamino)-2',3',5',6'-tetrahydrospiro[indoline-3,4'-pyran]-1-carboxylic acid tert-butyl ester